C(CCC\C=C/C\C=C/C\C=C/C\C=C/CCCCC)C1(OCC(O1)CCS(=O)(=O)C)CCCC\C=C/C\C=C/C\C=C/C\C=C/CCCCC 2,2-Diarachidonyl-4-(2-methanesulfonylethyl)[1,3]-dioxolane